trans-2-(3,5-dimethyl-1H-pyrazol-1-yl)cyclopentyl (2,5-dioxopyrrolidin-1-yl) carbonate C(O[C@H]1[C@@H](CCC1)N1N=C(C=C1C)C)(ON1C(CCC1=O)=O)=O